nitrogen, palladium salt [Pd].[N]